C(C)OC(C(CCPCOCC)NC(=O)OCC)=O 2-(ethoxycarbonylamino)-4-(ethoxymethylphosphino)butanoic acid ethyl ester